N-{2-[3-amino-4-(1,1-difluoro-2-methoxyethyl)pyrrolidin-1-yl]-5,6,7,8-tetrahydroquinolin-6-yl}-5-chloro-7-ethyl-7H-pyrrolo[2,3-c]pyridazine-3-carboxamide NC1CN(CC1C(COC)(F)F)C1=NC=2CCC(CC2C=C1)NC(=O)C1=CC2=C(N=N1)N(C=C2Cl)CC